1-(pyridin-2-yl)hexan-1-ol N1=C(C=CC=C1)C(CCCCC)O